COC=1C=C(C=O)C=CC1OC=C(C1=CC=CC=C1)OC 3-methoxy-4-((2-methoxy-2-phenylvinyl)oxy)benzaldehyde